4-Amino-1-(2-chlorophenyl)-7-(trifluoromethoxy)-quinazolin-2(1H)-one NC1=NC(N(C2=CC(=CC=C12)OC(F)(F)F)C1=C(C=CC=C1)Cl)=O